ClC=1C(=C(C(=CC1)O)[C@H]1C[C@@H]2N(C([C@H](NC2=O)CO)=O)CC1)C |o1:13| (8R,9aS)-rel-8-(3-chloro-6-hydroxy-2-methylphenyl)-3-((3R)-hydroxymethyl)-hexahydro-2H-pyrido[1,2-a]pyrazine-1,4-dione